[Si](C1=CC=CC=C1)(C1=CC=CC=C1)(C(C)(C)C)OCC(CC1=C(NC2=CC=CC=C12)I)(C)C 3-(3-((tert-butyldiphenylsilyl)oxy)-2,2-dimethylpropyl)-2-iodo-1H-indole